4-acryl-4-allylpiperidine-1-carboxylic acid tert-butyl ester C(C)(C)(C)OC(=O)N1CCC(CC1)(CC=C)C(=O)C=C